N-(4-hydroxyphenyl)maleimide OC1=CC=C(C=C1)N1C(C=CC1=O)=O